6-[(3-adamant-1-yl)-4-hydroxy-phenyl]-2-naphthoic acid C12(CC3CC(CC(C1)C3)C2)C=2C=C(C=CC2O)C=2C=C3C=CC(=CC3=CC2)C(=O)O